CO[Si](CCCON)(C)OC O-[3-[dimethoxy(methyl)silyl]propyl]hydroxylamine